(S)- and (R)-4-(2-((2-(6-(1-(2-hydroxyethyl)-1H-pyrazol-4-yl)-1H-indol-3-yl)-2-oxo-1-phenylethyl)amino)eth-yl)benzamide OCCN1N=CC(=C1)C1=CC=C2C(=CNC2=C1)C([C@H](C1=CC=CC=C1)NCCC1=CC=C(C(=O)N)C=C1)=O |r|